1-[2,2-difluoro-2-(4-piperidyl)ethyl]-4-(4-nitrophenyl)piperazine FC(CN1CCN(CC1)C1=CC=C(C=C1)[N+](=O)[O-])(C1CCNCC1)F